COC1=NC(=CC=C1[C@H]1[C@@H](O[C@]([C@@H]1C)(C(F)(F)F)C)C(=O)NC1=CC(=NC=C1)C(=O)N)C(F)(F)F (2R,3S,4R,5R)-4-[[3-[2-Methoxy-6-(trifluoromethyl)-3-pyridyl]-4,5-dimethyl-5-(trifluoromethyl)tetrahydrofuran-2-carbonyl]amino]pyridin-2-carboxamid